(R)-3-(2-((S)-4-(4-fluorophenyl)-2-methylpiperazin-1-yl)ethyl)-1-oxo-2,8-diazaspiro[4.5]decane-8-carboxylic acid tert-butyl ester C(C)(C)(C)OC(=O)N1CCC2(C[C@@H](NC2=O)CCN2[C@H](CN(CC2)C2=CC=C(C=C2)F)C)CC1